(R)-5-(2-((2-amino-1-cyclohexyl-2-oxoethyl)amino)-2-oxoacetyl)-N-(4-fluoro-3-methylphenyl)-1,2,4-trimethyl-1H-pyrrole-3-carboxamide NC([C@@H](C1CCCCC1)NC(C(=O)C1=C(C(=C(N1C)C)C(=O)NC1=CC(=C(C=C1)F)C)C)=O)=O